methyl 2-[2-[2-[[4-[[3-[4-(difluoro-methoxy) phenyl]imidazo[1,2-a]pyrazin-8-yl]amino]-2-methylbenzoyl] amino]ethoxy] ethoxy]acetate FC(OC1=CC=C(C=C1)C1=CN=C2N1C=CN=C2NC2=CC(=C(C(=O)NCCOCCOCC(=O)OC)C=C2)C)F